N-(2-(2-aminoethoxy)ethyl)-4-((3-(4-chloro-2,3-difluorophenyl)imidazo[1,2-a]pyrazin-8-yl)amino)-2-ethylbenzamide hydrochloride Cl.NCCOCCNC(C1=C(C=C(C=C1)NC=1C=2N(C=CN1)C(=CN2)C2=C(C(=C(C=C2)Cl)F)F)CC)=O